N1=C(N=CC=C1)C1=NOC=C1 Pyrimidinyl-Isoxazole